tert-butyl ((3-(6-(4,4-difluoroazepan-1-yl)-4-methyl-[3,4'-bipyridine]-5-carboxamido)phenyl)(methyl)(oxo)-λ6-sulfaneylidene)carbamate FC1(CCN(CCC1)C1=C(C(=C(C=N1)C1=CC=NC=C1)C)C(=O)NC=1C=C(C=CC1)S(=O)(C)=NC(OC(C)(C)C)=O)F